5-((1H-pyrazol-1-yl)methyl)-6-(difluoromethyl)-N-((2,6-dimethoxyphenyl)sulfonyl)picolinamide N1(N=CC=C1)CC=1C=CC(=NC1C(F)F)C(=O)NS(=O)(=O)C1=C(C=CC=C1OC)OC